ClC=1C=NC(=NC1)OC1=C(C(=O)[O-])C=CC=C1 2-[(5-chloro-2-pyrimidinyl)oxy]benzoate